[C@@H]12CN(C[C@H]2NC1)C=1N=CC=2N=CN=C(C2N1)NC1=CC(=C(C=C1)OC1=CC2=C(N(N=N2)C)C=C1)C cis-6-((1s,5s)-3,6-diazabicyclo[3.2.0]heptan-3-yl)-N-(3-methyl-4-((1-methyl-1H-benzo[d][1,2,3]triazol-5-yl)oxy)phenyl)pyrimido[5,4-d]pyrimidin-4-amine